C1=CC=CC2=CC=CC=C12.[Li] Lithium Naphthalene